BrC1=CC=2N=C(NC(C2N=C1C(F)(F)F)=O)SC 7-bromo-2-(methylthio)-6-(trifluoromethyl)pyrido[3,2-d]pyrimidin-4(3H)-one